racemic-1-(5-bromo-2,3-dihydro-1H-inden-1-yl)piperazine (Z)-non-2-en-1-yl-6-bromohexanoate C(\C=C/CCCCCC)OC(CCCCCBr)=O.BrC=1C=C2CC[C@H](C2=CC1)N1CCNCC1 |r|